ClC1=CC(=NC(=C1)C1CC1)CN1C(C2=CC=CC=C2C1=O)=O 2-((4-chloro-6-cyclopropylpyridin-2-yl)methyl)isoindoline-1,3-dione